(2S,3S)-4-bromo-5-chloro-6-fluoro-3-(methoxymethyloxy)-2-phenyl-2,3-dihydrobenzofuran-2-carbonitrile BrC1=C(C(=CC2=C1[C@@H]([C@@](O2)(C#N)C2=CC=CC=C2)OCOC)F)Cl